BrC1=CC(=NC=C1)N(C(OC(C)(C)C)=O)CC(F)(F)F tert-Butyl (4-bromopyridin-2-yl)(2,2,2-trifluoroethyl)carbamate